N1(CCOCC1)C1=CC=C(C=C1)C(C(CC)CC1=CC=CC=C1)=O 1-(4-morpholinylphenyl)-2-benzyl-1-butanone